COC1=CC=C(CNC2=NN=C(C3=CC=CC=C23)C2=CC=C(C=C2)OC)C=C1 N-(4-methoxybenzyl)-4-(4-methoxyphenyl)phthalazine-1-amine